distearylfumaric acid amide C(CCCCCCCCCCCCCCCCC)\C(=C(/C(=O)N)\CCCCCCCCCCCCCCCCCC)\C(=O)O